Cl.FC(OC1=CC=C(C=C1)[C@H](CC)N)(F)F (S)-1-(4-(trifluoromethoxy)phenyl)propan-1-amine hydrochloride